C(C)C=1C(=CC(=C(C(=O)OC)C1)O)OC methyl 5-ethyl-2-hydroxy-4-methoxybenzoate